7-((tert-butyloxycarbonyl)amino)quinoline-4-carboxylic acid methyl ester COC(=O)C1=CC=NC2=CC(=CC=C12)NC(=O)OC(C)(C)C